C(N1C(N(C2=C1C=NC(=C2)NC2=NC1=C(C=C(C=C1C(=C2)C(=O)N2CCOCC2)C)C(F)(F)F)[C@H]2C[C@@H](CC2)NC(OC)=O)=O)([2H])([2H])[2H] methyl ((1R,3R)-3-(3-(methyl-d3)-6-((6-methyl-4-(morpholine-4-carbonyl)-8-(trifluoromethyl)quinolin-2-yl)amino)-2-oxo-2,3-dihydro-1H-imidazo[4,5-c]pyridin-1-yl)cyclopentyl)carbamate